C(=O)C=1C=CC=2N(C3=CC=C(C=C3C2C1)C=O)CCCCCCCC 3,6-diformyl-9-octyl-9H-carbazole